ClC=1C=CC(=C(C(=O)N[C@H](C(C(=O)NC2CC2)=O)C[C@H]2C(NCC2)=O)C1)NC(CC(F)(F)F)=O 5-chloro-N-[(1S)-3-(cyclopropylamino)-2,3-dioxo-1-[[(3S)-2-oxopyrrolidin-3-yl]methyl]propyl]-2-(3,3,3-trifluoropropanoylamino)benzamide